CC1=C(C(=C(C1([Hf](C1=C(C2=C3CCCC3=CC=C2C1)CC)(C)C)C)C)C)C Pentamethylcyclopentadienyl-dimethyl-(1-ethyl-3,6,7,8-tetrahydro-as-indacenyl)hafnium